(S)-N-(4-(3-(2-chloropyridin-4-yl)phenyl)thiazol-2-yl)-1-(1-(methylsulfonyl)-1H-pyrrole-3-carbonyl)azetidine-2-carboxamide ClC1=NC=CC(=C1)C=1C=C(C=CC1)C=1N=C(SC1)NC(=O)[C@H]1N(CC1)C(=O)C1=CN(C=C1)S(=O)(=O)C